6-(2-hydroxy-3,4,6-trimethoxybenzylamino)-9-β-D-arabinofuranosylpurine OC1=C(CNC2=C3N=CN(C3=NC=N2)[C@H]2[C@@H](O)[C@H](O)[C@H](O2)CO)C(=CC(=C1OC)OC)OC